C/C(/CO)=C\CC[C@]1([C@@H]2CC[C@H](C1=C)C2)C |r| (E)-2-methyl-5-((1RS,2SR,4SR)-2-methyl-3-methylenebicyclo[2.2.1]heptan-2-yl)pent-2-en-1-ol